(aminomethyl)-N-methyl-N-(3-(trifluoromethoxy)cyclobutyl)pyridin-2-amine NCC=1C(=NC=CC1)N(C1CC(C1)OC(F)(F)F)C